N-(4,4-difluorocyclohexyl)-2-(3-methyl-1H-pyrazol-1-yl)-6-morpholinopyrimidine-4-amine FC1(CCC(CC1)NC1=NC(=NC(=C1)N1CCOCC1)N1N=C(C=C1)C)F